(Z,Z,Z,Z,Z)-3,6,9,12,15-tricosapentaene CC\C=C/C\C=C/C\C=C/C\C=C/C\C=C/CCCCCCC